4,4-bisazidobiphenyl N(=[N+]=[N-])C1(CC=C(C=C1)C1=CC=CC=C1)N=[N+]=[N-]